N1(CCOCC1)CCOC1=CC(=NC=C1)N 4-[2-(morpholin-4-yl)ethoxy]pyridin-2-amine